tert-butyl 4-((6-(2-allyl-6-((2-methyl-2H-indazol-6-yl)amino)-3-oxo-2,3-dihydro-1H-pyrazolo[3,4-d]pyrimidin-1-yl)pyridin-2-yl)oxy)piperidine-1-carboxylate C(C=C)N1N(C2=NC(=NC=C2C1=O)NC=1C=CC2=CN(N=C2C1)C)C1=CC=CC(=N1)OC1CCN(CC1)C(=O)OC(C)(C)C